S1CC=CC=CC=C1 thiocine